C(C)S(=O)(=O)C1=CC(=C(OC=2C=CC(=NC2)CCC2CCN(CC2)C(=O)OC(C)(C)C)C=C1)C=1C2=C(C(N(C1)C)=O)N(C=C2)S(=O)(=O)C2=CC=C(C=C2)C tert-butyl 4-[2-[5-[4-ethylsulfonyl-2-[6-methyl-7-oxo-1-(p-tolylsulfonyl) pyrrolo[2,3-c]pyridin-4-yl]phenoxy]-2-pyridyl]ethyl]piperidine-1-carboxylate